hexadecene acetate C(C)(=O)O.C=CCCCCCCCCCCCCCC